methyl 6-(3-(methylsulfonamido)propanamido)pyrazolo[1,5-a]pyridine-3-carboxylate CS(=O)(=O)NCCC(=O)NC=1C=CC=2N(C1)N=CC2C(=O)OC